FC(C=1C=C(C=CC1F)C1=CN=C(C(=N1)CN1C(OC[C@H]1C)=O)C)F (4R)-3-[[6-[3-(Difluoromethyl)-4-fluoro-phenyl]-3-methyl-pyrazin-2-yl]methyl]-4-methyl-oxazolidin-2-one